6-fluoro-N-methyl-5-(4-(pyrrolidin-3-yl)piperazin-1-yl)picolinamide FC1=C(C=CC(=N1)C(=O)NC)N1CCN(CC1)C1CNCC1